N-(3-vinylpyrazin-2-yl)but-3-enamide C(=C)C=1C(=NC=CN1)NC(CC=C)=O